C(C=C)(=O)CO[Si](OC)(CCC)CCCO acryloylhydroxypropyl-propyldimethoxysilane